C(#N)CN(C(OC(C)(C)C)=O)C1=CC=C(C=C1)S(=O)(=O)C tert-butyl (cyanomethyl)(4-(methylsulfonyl)phenyl)carbamate